OC(C)(C)C1=C(C=C(C=C1)OC1=NN(C=C1)C=1C=NC(=CC1)C)NC1=NC=NC2=CC(=C(C=C12)OC1CCN(CC1)C(C=C)=O)OC 1-(4-((4-((2-(2-hydroxypropan-2-yl)-5-((1-(6-methylpyridin-3-yl)-1H-pyrazol-3-yl)oxy)phenyl)amino)-7-methoxyquinaZolin-6-yl)oxy)piperidin-1-yl)prop-2-en-1-one